8-(4-cyclopropylphenyl)-N-methyl-6,9-dioxo-5-(4-(trifluoromethyl)benzyl)-2,5,8-triazaspiro[3.5]nonane-2-carboxamide C1(CC1)C1=CC=C(C=C1)N1CC(N(C2(CN(C2)C(=O)NC)C1=O)CC1=CC=C(C=C1)C(F)(F)F)=O